COC(CC1(OCCO1)CCCCCCCCC)=O nonyl-1,3-dioxolane-2-acetic acid methyl ester